1-(4-methylbenzene-1-sulfonyl)-N-[(1-methyl-1H-imidazol-4-yl)methyl]-1H-pyrazole-3-carboxamide CC1=CC=C(C=C1)S(=O)(=O)N1N=C(C=C1)C(=O)NCC=1N=CN(C1)C